alanylserine N[C@@H](C)C(=O)N[C@@H](CO)C(=O)O